N-hydroxy-4-{[3-(3-methyl-4-oxo-3,4-dihydroquinazolin-6-yl)-5-(2-methoxyphenyl)-1H-pyrazol-1-yl]methyl}benzamide ONC(C1=CC=C(C=C1)CN1N=C(C=C1C1=C(C=CC=C1)OC)C=1C=C2C(N(C=NC2=CC1)C)=O)=O